C(C1=CC=CC=C1)OC=1C(C(=CN2C1C(N1[C@H](C=C[C@H]([C@H]2C1)Cl)C)=O)C(=O)NCC1=C(C=C(C=C1)F)F)=O (3S,6R,7R)-12-(benzyloxy)-6-chloro-N-(2,4-difluorobenzyl)-3-methyl-1,11-dioxo-1,6,7,11-tetrahydro-3H-2,7-methanopyrido[1,2-a][1,4]diazonine-10-carboxamide